N,N-bis[(t-butoxycarbonyl)methyl]-2-bromoethylamine C(C)(C)(C)OC(=O)CN(CC(=O)OC(C)(C)C)CCBr